C(C)(C)(C)OC(N(C1=NC=CC2=CC(=CC=C12)CNC(=O)OCC[Si](C)(C)C)C(=O)OC(C)(C)C)=O N-tert-Butoxycarbonyl-N-[6-[(2-trimethylsilylethoxycarbonylamino)methyl]-1-isoquinolinyl]carbamic acid tert-butyl ester